6-(4-(morpholinomethyl)phenoxy)-2-oxobenzo[cd]indol O1CCN(CC1)CC1=CC=C(OC=2C=3C4=C(C(NC4=CC2)=O)C=CC3)C=C1